4-acetyl-8-fluoro-2H-phthalazin-1-one C(C)(=O)C1=NNC(C2=C(C=CC=C12)F)=O